BrC=1C(=CC2=C(N(CCC3=C2SC=C3)S(=O)(=O)C3=CC=C(C=C3)[N+](=O)[O-])C1)C(=O)OC methyl 8-bromo-6-((4-nitrophenyl)sulfonyl)-5,6-dihydro-4H-benzo[b]thieno[2,3-d]azepine-9-carboxylate